C1(CC1)C1=C(C(=NO1)C1=C(C=CC=C1Cl)Cl)COC1=CC=C(C=C1)C1=C(C=C(C=C1)CC(=O)O)C 2-(4'-((5-cyclopropyl-3-(2,6-dichlorophenyl)isoxazol-4-yl)methoxy)-2-methyl-[1,1'-biphenyl]-4-yl)acetic acid